FC(OC1=CC=C(C=C1)[C@@H]1CC[C@H](CC1)OC=1N=NNC1C(=O)OC)(F)F methyl 4-(((trans)-4-(4-(trifluoromethoxy) phenyl) cyclohexyl) oxy)-1H-1,2,3-triazole-5-carboxylate